COC=1C=C(CNC(NC=2C=C(C=CC2)C2=CC=C(C=C2)C(=O)N)=O)C=CC1 3'-(3-(3-methoxybenzyl)ureido)-[1,1'-biphenyl]-4-carboxamide